6-(3,4-Difluorophenethyl)-1-(2-((tetrahydro-2H-pyran-2-yl)oxy)ethyl)-1H-indole FC=1C=C(CCC2=CC=C3C=CN(C3=C2)CCOC2OCCCC2)C=CC1F